3-(3-(2,2-difluoroethyl)-7-((1-(dimethylglycyl)piperidin-4-yl)amino)benzo[b]thiophen-2-yl)prop-2-yn FC(CC=1C2=C(SC1C#CC)C(=CC=C2)NC2CCN(CC2)C(CN(C)C)=O)F